ClC1=C(C=CC(=C1)O)\N=C(/N)\C1=C(C=2N(N=C1)C=C(C2)C=2C=NC(=CC2)OC)N[C@@H]2CC[C@H](CC2)NC(OC(C)(C)C)=O tert-butyl N-[trans-4-[[3-[(Z)-N'-(2-chloro-4-hydroxy-phenyl)carbamimidoyl]-6-(6-methoxy-3-pyridyl)pyrrolo[1,2-b]pyridazin-4-yl]amino]cyclohexyl]carbamate